C(C1=CC=CC=C1)N1C(CC(C1)C1=NC(=NO1)C=1C=NC=C(C1)[C@](C1=CC=C(C=C1)C(C)C)(O)C1(CN(C1)C)C)=O 1-benzyl-4-(3-{5-[(R)-(1,3-dimethyl-azetidin-3-yl)-hydroxy-(4-isopropyl-phenyl)-methyl]-pyridin-3-yl}-[1,2,4]Oxadiazol-5-yl)-pyrrolidin-2-one